(cyclopropylamino)-8-(4-(difluoromethoxy)phenyl)-6-(2-(2-(methylsulfonyl)ethyl)-2H-indazol-5-yl)pteridin-7(8H)-one C1(CC1)NC1=NC=2N(C(C(=NC2C=N1)C1=CC2=CN(N=C2C=C1)CCS(=O)(=O)C)=O)C1=CC=C(C=C1)OC(F)F